C=1(C(=CC=CC1)CC(=O)Cl)C1=CC=C(C=C1)CC(=O)Cl 4'-biphenyldiacetyl chloride